C(C)OC(=O)C1C(C2=C(S1)C(=CC=C2Br)F)(C)O 4-bromo-7-fluoro-3-hydroxy-3-methyl-2,3-dihydrobenzo[b]thiophene-2-carboxylic acid ethyl ester